4'-[(6S)-6-(2-methoxy-2-oxoethyl)-2,3,9-trimethyl-6H-thieno[3,2-f][1,2,4]triazolo[4,3-a][1,4]diazepin-4-yl]-3-methyl-[1,1'-biphenyl]-4-carboxylic acid COC(C[C@H]1C=2N(C3=C(C(=N1)C1=CC=C(C=C1)C1=CC(=C(C=C1)C(=O)O)C)C(=C(S3)C)C)C(=NN2)C)=O